CN1C(C2=CC=CC=C2C=N1)=O methyl-1(2H)-phthalazinone